N-[4-(3-chlorophenoxy)-3-sulfamoylphenyl]-2-(2,6-dichlorophenyl)acetamide ClC=1C=C(OC2=C(C=C(C=C2)NC(CC2=C(C=CC=C2Cl)Cl)=O)S(N)(=O)=O)C=CC1